tert-butyl ((3S,4S)-1-(6,7-difluoro-5-iodo-1H-indole-2-carbonyl)-4-hydroxypyrrolidin-3-yl)carbamate FC1=C(C=C2C=C(NC2=C1F)C(=O)N1C[C@@H]([C@H](C1)O)NC(OC(C)(C)C)=O)I